9,9'-(8-chlorodibenzo[b,d]furan-1,3-diyl)bis(9H-carbazole-1,2,3,4,5,6,7,8-d8) ClC=1C=CC2=C(C3=C(O2)C=C(C=C3N3C2=C(C(=C(C(=C2C=2C(=C(C(=C(C32)[2H])[2H])[2H])[2H])[2H])[2H])[2H])[2H])N3C2=C(C(=C(C(=C2C=2C(=C(C(=C(C32)[2H])[2H])[2H])[2H])[2H])[2H])[2H])[2H])C1